N1=C(C=CC=C1)N1C[C@@H]2[C@H](C1)CN(C2)C2=NC=NC1=CC=C(C=C21)C2=CC(=NC=C2)N 4-(4-((3aR,6aS)-5-(pyridin-2-yl)hexahydropyrrolo[3,4-c]pyrrol-2(1H)-yl)quinazolin-6-yl)pyridin-2-amine